t-butyl (t-butyl acrylate) C(C)(C)(C)C(C(=O)OC(C)(C)C)=C